C1=CC=C(C(=C1)C(C(=O)O)NCCNC(C2=CC=CC=C2O)C(=O)O)O ethylenediamine-N,N'-bis((2-hydroxyphenyl)acetic acid)